phosphonium nitrat [N+](=O)([O-])[O-].[PH4+]